tert-Butyl 6-(1-methyl-1H-pyrazole-5-carboxamido)-2-(o-tolyl)-1H-pyrrolo[3,2-c]pyridine-1-carboxylate CN1N=CC=C1C(=O)NC1=CC2=C(C=N1)C=C(N2C(=O)OC(C)(C)C)C2=C(C=CC=C2)C